5-(4-((2,2-difluorocyclopropyl)methyl)piperazin-1-yl)-1H-pyrrolo[3,2-b]pyridin FC1(C(C1)CN1CCN(CC1)C1=CC=C2C(=N1)C=CN2)F